2-(tert-Butyl)-5-(propan-2-ylidene)-4-(m-tolyl)-5H-benzo[d][1,3]diazepine C(C)(C)(C)C=1N=C(C(C2=C(N1)C=CC=C2)=C(C)C)C=2C=C(C=CC2)C